COCC(C(=O)NC=1SC(=NN1)N[C@H]1CN(CC1)C=1N=NC(=CC1)C)C1=CC=CC=C1 3-methoxy-N-[5-[[(3R)-1-(6-methylpyridazin-3-yl)pyrrolidin-3-yl]amino]-1,3,4-thiadiazol-2-yl]-2-phenyl-propionamide